4-(((4-chloronaphthalen-1-yl)methyl)thio)-1H-1,2,3-triazole-5-carboxylic acid ClC1=CC=C(C2=CC=CC=C12)CSC=1N=NNC1C(=O)O